BrC1=C2C=C(N=CC2=C(C=C1)OC(C)CCS(=O)(=O)C)Cl 5-bromo-3-chloro-8-((4-(methylsulfonyl)butan-2-yl)oxy)isoquinoline